CN(C)C[C@@H]1OCCN(C1)C=1C=C(C2=C(NC(=N2)C2=CC(=CN2)C(=O)C2=C(C=CC=C2)C(F)(F)F)C1)F (S)-(5-(6-(2-((dimethylamino)methyl)morpholino)-4-fluoro-1H-benzo[d]imidazol-2-yl)-1H-pyrrol-3-yl)(2-(trifluoromethyl)phenyl)methanone